COC1=C(C(=CC=C1)OC)N1C(=NN=C1C1=CC=CC=C1)SCC(=O)OCC Ethyl {[4-(2,6-dimethoxyphenyl)-5-phenyl-4H-1,2,4-triazol-3-yl]sulfanyl}acetate